ClC=1C=CC(=C(C1)/C=C(\C(=O)OC)/NC(=O)OC(C)(C)C)[N+](=O)[O-] Methyl (E)-3-(5-chloro-2-nitrophenyl)-2-[(2-methylpropan-2-yl)oxycarbonylamino]prop-2-enoate